COC1=C(C=CC(=C1)C=1OC2=C(C(=CC(=C2C(C1)=O)O)O)C=CC(C)=C)[O-] 2-methoxy-4-(5,7-dihydroxy-8-isoprenyl-4-oxo-4H-chromen-2-yl)phenolate